N-(4-amino-1H-pyrazolo[4,3-c]pyridin-7-yl)-N'-benzyl-N'-[(3-chloro-5-fluoro-2-pyridyl)methyl]oxamide NC1=NC=C(C2=C1C=NN2)NC(=O)C(=O)N(CC2=NC=C(C=C2Cl)F)CC2=CC=CC=C2